butyl-1-(4-bromophenyl)-5-cyano-3-cyclopentyl-1H-pyrazole-4-carboxylate C(CCC)OC(=O)C=1C(=NN(C1C#N)C1=CC=C(C=C1)Br)C1CCCC1